C(CCCCCCCCC)OCOCCCC(CC(C)Br)C 6-bromo-4-methylheptyl decyloxymethyl ether